CC(C)CCCCCCCNS(=O)(=O)[O-] The molecule is an organic sulfamate oxoanion that is the conjugate base of (8-methylnonyl)sulfamic acid. It has been isolated from Daphnia pulex and has been shown to cause morphological changes in the green alga Scenedesmus gutwinskii. It has a role as a kairomone and a Daphnia pulex metabolite. It is a conjugate base of an (8-methylnonyl)sulfamic acid.